COC(=O)C1(C(CCC1)(CN1N=CN=C1)O)C 2-hydroxy-1-methyl-2-(1H-1,2,4-triazol-1-ylmethyl)cyclopentane-1-carboxylic acid methyl ester